COC1=C(C=C(C=C1)C)[C@]1([C@H](C1)C=1N=NC(=CC1)C(C)C)C(=O)NS(=O)(=O)C=1C=2C=CC(=NC2C=CC1)C (1S,2S)-1-(2-methoxy-5-methylphenyl)-N-(2-methylquinoline-5-sulfonyl)-2-[6-(propan-2-yl)pyridazin-3-yl]cyclopropane-1-carboxamide